NC1=C2C(=NC=N1)N(N=C2C=2C(=C1CCN(C1=CC2)C(CC2=CC(=C(C=C2)F)C(F)(F)F)=O)Cl)C(C)C 1-(5-(4-amino-1-iso-propyl-1H-pyrazolo[3,4-d]pyrimidin-3-yl)-4-chloroindolin-1-yl)-2-(4-fluoro-3-(trifluorometh-yl)phenyl)ethan-1-one